O=CC(C(C#N)C1=CC=CC=C1)C1=CC=CC=C1 4-oxo-2,3-diphenyl-butyronitrile